COC1=C2C(NC(=NC2=CC(=C1)OC)C1=CC(=C(OCCNC#N)C(=C1)C)C)=O N-(2-(4-(5,7-dimethoxy-4-oxo-3,4-dihydro-quinazolin-2-yl)-2,6-dimethylphenoxy)ethyl)cyanamide